OC=1C=C(C=CC1)C(C(=O)NCCC1=CC=NC=C1)NCCC1CCNCC1 2-(3-hydroxyphenyl)-2-[(2-piperidine-4-ylethyl)amino]-N-(2-pyridine-4-ylethyl)acetamid